[N+](=O)([O-])OC=1C(C(=O)[O-])=CC=CC1 nitrosalicylate